4-chloro-8-(1-methyl-4-piperidyl)-5-(2,2,2-trifluoroethyl)pyrimido[5,4-b]indole ClC1=NC=NC2=C1N(C=1C=CC(=CC21)C2CCN(CC2)C)CC(F)(F)F